[O].[Ti].[Zr].[La] lanthanum zirconium titanium oxygen